N,N'-(Naphthalene-1,4-diyl)bis(5,5,8,8-tetramethyl-5,6,7,8-tetrahydronaphthalene-2-sulfonamide) C1(=CC=C(C2=CC=CC=C12)NS(=O)(=O)C1=CC=2C(CCC(C2C=C1)(C)C)(C)C)NS(=O)(=O)C1=CC=2C(CCC(C2C=C1)(C)C)(C)C